methyl 2-chloro-4-thiazolecarboxylate ClC=1SC=C(N1)C(=O)OC